OC(C(C(C)(N)C)(N)C)O dihydroxy-2,3-dimethyl-2,3-butanediamine